Methyl 6-(2,6-difluorophenyl)-4-((4-(pentafluoro-λ6-sulfanyl)phenyl)amino)pyridazine-3-carboxylate FC1=C(C(=CC=C1)F)C1=CC(=C(N=N1)C(=O)OC)NC1=CC=C(C=C1)S(F)(F)(F)(F)F